C(C1=CC=CC=C1)OC=1C(=C(C2=CC(=CC=C2C1)O[C@H]1CNCC1)F)N1CC(NS1(=O)=O)=O (R)-5-(3-(benzyloxy)-1-fluoro-7-(pyrrolidin-3-yloxy)naphthalen-2-yl)-1,2,5-thiadiazolidin-3-one 1,1-dioxide